cyclopropyl(2,8-diazaspiro[4.5]decan-8-yl)methanone trifluoroacetic acid salt FC(C(=O)O)(F)F.C1(CC1)C(=O)N1CCC2(CCNC2)CC1